NC1=C(C=C2C(=N1)C=C(N2)N2C(N(C(C2)=O)CC2=CC=C(C=C2)OC)=O)C 1-(5-amino-6-methyl-1H-pyrrolo[3,2-b]pyridin-2-yl)-3-(4-methoxybenzyl)imidazolidine-2,4-dione